hydroxy-benzylideneacetone OC(C(C)=O)=CC1=CC=CC=C1